N-hexadecyl-aniline C(CCCCCCCCCCCCCCC)NC1=CC=CC=C1